cesium carbonat C([O-])([O-])=O.[Cs+].[Cs+]